ClC1=C(C=CC=C1)CC(=O)NC1=CC(=C2C=NN(C2=C1)CC1=CC=C(C=C1)C)S(N)(=O)=O 2-(2-chlorophenyl)N-(1-(4-methylbenzyl)-4-sulfamoyl-1H-indazol-6-yl)acetamide